C(C)(C)(C)OC(=O)N1CCN(CC1)C1=CC(=C(C=C1)C(=O)OC)CO 4-[3-(hydroxymethyl)-4-methoxycarbonyl-phenyl]piperazine-1-carboxylic acid tert-butyl ester